2-(3,4-dimethoxyphenyl)-5-(1'-isobutyl-[1,4'-bipiperidin]-4-yl)-1,3-dimethyl-1H-pyrrolo[2,3-c]pyridine COC=1C=C(C=CC1OC)C1=C(C=2C(=CN=C(C2)C2CCN(CC2)C2CCN(CC2)CC(C)C)N1C)C